CC(C(=O)N)C 2-methylpropionylAmine